F[C@@H]1[C@@]2(C[C@H]([C@](C[C@H]1N(C1=CC=C(N=N1)C1=C(C=C(C=C1)N1C=NC=C1)O)C)(N2)[2H])F)[2H] 2-(6-(((1S,2R,3R,5S,6R)-2,6-difluoro-8-azabicyclo[3.2.1]octan-3-yl-1,5-d2)(methyl)amino)pyridazin-3-yl)-5-(1H-imidazol-1-yl)phenol